3-(2,3-dihydro-1,4-benzodioxin-6-yloxy)-6-(7,8-dimethyl-[1,2,4]triazolo[4,3-b]pyridazin-6-yl)-7,8-dihydro-5H-1,6-naphthyridine O1CCOC2=C1C=CC(=C2)OC=2C=NC=1CCN(CC1C2)C=2C(=C(C=1N(N2)C=NN1)C)C